[2,6-bis[4-(R)-tert-butyl-2-oxazolyl]pyridine] cobalt [Co].C(C)(C)(C)C=1N=C(OC1)C1=NC(=CC=C1)C=1OC=C(N1)C(C)(C)C